NC=1C(=NC(=C(N1)N1N=CC=N1)C=1C=CC=2N(C1)C(=CN2)C)CNC(=O)[C@@H]2N(CCC2)C (2R)-N-[(3-amino-6-[3-methylimidazo[1,2-a]pyridin-6-yl]-5-(2H-1,2,3-triazol-2-yl)pyrazin-2-yl)methyl]-1-methylpyrrolidine-2-carboxamide